1-[[2-(cyclobutylmethoxy)pyridin-4-yl]methyl]-3-[(1r,3r)-3-(trifluoromethyl)cyclobutyl]urea C1(CCC1)COC1=NC=CC(=C1)CNC(=O)NC1CC(C1)C(F)(F)F